8-methoxy-7-[(3S)-oxolan-3-yloxy]-N-[(1R)-1-[3-(trifluoromethyl)phenyl]ethyl]imidazo[1,2-a]quinazolin-5-amine COC1=C(C=C2C(=NC=3N(C2=C1)C=CN3)N[C@H](C)C3=CC(=CC=C3)C(F)(F)F)O[C@@H]3COCC3